5-(3-chloro-1H-pyrazol-1-yl)-N-((3-methoxy-6-(4-methyltetrahydro-2H-pyran-4-yl)pyridin-2-yl)sulfonyl)quinoline-2-carboxamide ClC1=NN(C=C1)C1=C2C=CC(=NC2=CC=C1)C(=O)NS(=O)(=O)C1=NC(=CC=C1OC)C1(CCOCC1)C